3-(4-((S)-3-((4-(4-bromo-7,7-dimethyl-5-oxo-5,7-dihydroindolo[1,2-a]quinazolin-10-yl)piperidin-1-yl)methyl)-1-oxa-9-azaspiro[5.5]undecan-9-yl)-2,6-difluorophenyl)piperidine-2,6-dione BrC=1C=2C(N=C3N(C2C=CC1)C1=CC(=CC=C1C3(C)C)C3CCN(CC3)C[C@H]3COC1(CC3)CCN(CC1)C1=CC(=C(C(=C1)F)C1C(NC(CC1)=O)=O)F)=O